1-{[(benzyloxy)carbonyl]amino}-3,3-difluorocyclobutane-1-carboxylic acid C(C1=CC=CC=C1)OC(=O)NC1(CC(C1)(F)F)C(=O)O